CC(C)(C1=C(C=C(C=C1)O)CC=C)C2=C(C=C(C=C2)O)CC=C 3,3'-diallylbisphenol A